NC/C(/COC1=CC(=C(C=C1)S(=O)(=O)CC1(CCOCC1)C#N)F)=C\F (E)-4-(((4-((2-(aminomethyl)-3-fluoroallyl)oxy)-2-fluorophenyl)sulfonyl)methyl)tetrahydro-2H-pyran-4-carbonitrile